C1(CCCCC1)CC(=O)C=1C(=CC=2NC3=CC=CC=C3C2C1)SC1=NC=CC=N1 2-cyclohexyl-1-[2-(2-pyrimidinylthio)-9H-carbazol-3-yl]-ethanone